O=P1(OC2=C(C3=C1C=CC=C3)C=CC=C2)CCC(=O)OCCCC butyl 3-(6-oxidodibenzo[c,e][1,2]oxaphosphinin-6-yl)propionate